C(C)(C)(C)OC(N[C@H](C)C1=CC(=CC=2CC(OC21)CCN=[N+]=[N-])F)=O ((1R)-1-(2-(2-azidoethyl)-5-fluoro-2,3-dihydrobenzofuran-7-yl)ethyl)carbamic acid tert-butyl ester